C(C1=CC=CC=C1)NC1=NC(=NN2C1=CC=C2CN2CCS(CC2)(=O)=O)N2C(=CC=1C(=CC=CC21)C(=O)N)C 1-(4-(benzylamino)-7-((1,1-dioxidothiomorpholino)methyl)pyrrolo[2,1-f][1,2,4]triazin-2-yl)-2-methyl-1H-indole-4-carboxamide